CC1=NC=CC(=C1)C1=CN=C2C(=N1)C=CN=C2NCC2=CC=C(C=C2)C2=CC(=NC=C2)C 2-(2-methylpyridin-4-yl)-N-(4-(2-methylpyridin-4-yl)benzyl)pyrido[4,3-b]pyrazin-5-amine